trifluoromethylhex-2-ene FC(F)(F)CC=CCCC